CC(=C)C1=CC=C(C=C1)O α-methyl-4-hydroxystyrene